CCC(P(O)(O)=O)(CCCCCCC)C.ClC=1C=C2C(=CN=C(C2=CN1)OCC(F)F)C(C)=O 1-(6-chloro-1-(2,2-difluoroethoxy)-2,7-naphthyridin-4-yl)ethan-1-one dimethylheptyl-ethylphosphonate